C[SiH](C1=CC=C(C=C1)[Si](C(C)(C)C)(C(C)(C)C)C1=CC=C(C=C1)[SiH](C)C)C bis(4-(dimethylsilyl)phenyl)di-tert-butylsilane